C(C)[C@H]1CN(CCN1CC1CCOCC1)CC1=CC=2N(C=C1)N=CC2N2C(NC(CC2)=O)=O (S)-1-(5-((3-ethyl-4-((tetrahydro-2H-pyran-4-yl)methyl)piperazin-1-yl)methyl)pyrazolo[1,5-a]pyridin-3-yl)dihydropyrimidine-2,4(1H,3H)-dione